O[C@@H]1C[C@@H](CCC1)NC1=NC(=NC=C1C(=O)N)N[C@H]1CCCC2=CC=CC=C12 4-((1R,3S)-3-hydroxycyclohexylamino)-2-((S)-1,2,3,4-tetrahydronaphthalen-1-ylamino)pyrimidine-5-carboxamid